N-((R)-1-(pyridin-3-yl)ethyl)acetamide N1=CC(=CC=C1)[C@@H](C)NC(C)=O